(5-((6,7-dimethoxy-3-methyl-4-oxo-3,4-dihydrophthalazin-1-yl)methyl)indolin-1-yl)sulfonylcarbamic acid tert-butyl ester C(C)(C)(C)OC(NS(=O)(=O)N1CCC2=CC(=CC=C12)CC1=NN(C(C2=CC(=C(C=C12)OC)OC)=O)C)=O